2-(4-chlorophenyl)-pyrimidine ClC1=CC=C(C=C1)C1=NC=CC=N1